CC=1C=C(C=CC1)[C@@H]1CO1 (R)-(3-methylphenyl)-epoxyethane